3-tert-Butyl-9,10-di(naphth-2-yl)anthracene C(C)(C)(C)C=1C=CC2=C(C3=CC=CC=C3C(=C2C1)C1=CC2=CC=CC=C2C=C1)C1=CC2=CC=CC=C2C=C1